3-methyl-2-oxobutyrate CC(C(C(=O)[O-])=O)C